4-Amino-3-(7-(pyridine-2-carboxamido)benzo[d][1,3]dioxol-4-yl)-1H-pyridine NC1=C(CNC=C1)C1=CC=C(C=2OCOC21)NC(=O)C2=NC=CC=C2